ClC1=CC(=C2C(=N1)N(N=C2SC2=C(C(=CC=C2)Cl)Cl)COCC[Si](C)(C)C)OC 6-chloro-3-((2,3-dichlorophenyl)thio)-4-methoxy-1-((2-(trimethylsilyl)ethoxy)methyl)-1H-pyrazolo[3,4-b]pyridine